C(#N)CCOC(=O)C1=C(NC=2C(=CNC(C2[C@@H]1C1=C(C=C(C=C1)C#N)OC)=O)C)C.C[C@@H]1CN(C[C@@H](O1)C)C1=NC=C(C=C1)[N+](=O)[O-] cis-2,6-dimethyl-4-(5-nitropyridin-2-yl)morpholine 2-cyanoethyl-4(S)-(4-cyano-2-methoxyphenyl)-2,8-dimethyl-5-oxo-1,4,5,6-tetrahydro-1,6-naphthyridine-3-carboxylate